2-fluoro-1-(3-(3-(6-(trifluoromethyl)pyridin-2-yl)-1H-pyrazolo[3,4-b]pyridin-1-yl)azetidin-1-yl)prop-2-en-1-one FC(C(=O)N1CC(C1)N1N=C(C=2C1=NC=CC2)C2=NC(=CC=C2)C(F)(F)F)=C